(R)-2-amino-6-(4-(4-(2-hydroxyethyl)piperazine-1-carbonyl)-2-methoxybenzyl)-4-(pentan-2-ylamino)pyrido[4,3-d]pyrimidin-5(6H)-one NC=1N=C(C2=C(N1)C=CN(C2=O)CC2=C(C=C(C=C2)C(=O)N2CCN(CC2)CCO)OC)N[C@H](C)CCC